2,6-di-tert-butyl-p-propyl-phenol C(C)(C)(C)C1=C(C(=CC(=C1)CCC)C(C)(C)C)O